(R)-N-(4-(3-((5-chloro-4-(trideuteromethoxy)pyrimidin-2-yl)amino)pyrrolidine-1-carbonyl)phenyl)acrylamide ClC=1C(=NC(=NC1)N[C@H]1CN(CC1)C(=O)C1=CC=C(C=C1)NC(C=C)=O)OC([2H])([2H])[2H]